C(C)SC1=NC=C(C=N1)CN1CCN(CC1)C=1OC2=C(N1)C=CC=C2C(F)(F)F 2-(4-((2-(ethylthio)pyrimidin-5-yl)methyl)piperazin-1-yl)-7-(trifluoromethyl)benzo[d]oxazole